(3-cyclopropyl-1H-pyrazol-4-yl)-N-methylpyridin-2-amine C1(CC1)C1=NNC=C1C=1C(=NC=CC1)NC